C(CC)(=O)OCC[C@@H](CCC=C(C)C)C |r| (+-)-3,7-DIMETHYL-6-OCTENYL PROPANOATE